5-fluoro-4-methoxybenzo[d]thiazol-2-amine-2-d FC=1C=CC2=C(NC(S2)(N)[2H])C1OC